2-(1-(9H-purine-6-ylamino)propyl)-3-(3-fluorophenyl)-4H-chromen-4-one N1=CN=C2NC=NC2=C1NC(CC)C=1OC2=CC=CC=C2C(C1C1=CC(=CC=C1)F)=O